O=S1(C=2C=CC=C(C2OC=2C=CC=CC12)S(=O)(=O)[O-])=O 10,10-dioxophenoxathiine-6-sulfonate